benzyl (s)-2-amino-3-(4-hydroxy-2,6-dimethylphenyl)propanoate N[C@H](C(=O)OCC1=CC=CC=C1)CC1=C(C=C(C=C1C)O)C